[6-[3-(1-hydroxycyclopropyl)-1,2,4-triazol-1-yl]-2-azaspiro[3.3]heptan-2-yl]-[3-[3-[[6-(trifluoromethyl)-3-pyridyl]methyl]-1-bicyclo[1.1.1]pentanyl]azetidin-1-yl]methanone OC1(CC1)C1=NN(C=N1)C1CC2(CN(C2)C(=O)N2CC(C2)C23CC(C2)(C3)CC=3C=NC(=CC3)C(F)(F)F)C1